C(=O)O.NN hydrazine mono-formate